C1N(CCC2=CC=CC=C12)C[C@@H](CN1CCC(CC1)C(N(C)C)=O)O (R)-3-(3,4-dihydro-isoquinolin-2(1H)-yl)-2-hydroxy-propyl-4-(dimethyl-carbamoyl)piperidine